ClC1=NC(=NC(=C1)C(C)C)N1CCN(CC1)C1=CC=CC=C1 4-Chloro-6-isopropyl-2-(4-phenylpiperazin-1-yl)pyrimidine